3,4-dihydro-3-hydroxy-4-oxa-1,2,3-benzotriazine ON1N=NC2=C(O1)C=CC=C2